N-[(3S)-1-benzylpyrrolidin-3-yl]-1-[5-(pyridin-3-yl)-1H-pyrazole-3-carbonyl]piperidine-4-carboxamide C(C1=CC=CC=C1)N1C[C@H](CC1)NC(=O)C1CCN(CC1)C(=O)C1=NNC(=C1)C=1C=NC=CC1